(1R,3R,5R,6R)-8-methyl-6-phenyl-8-azabicyclo[3.2.1]octan-3-ol CN1[C@H]2C[C@H](C[C@@H]1[C@H](C2)C2=CC=CC=C2)O